trans-4-(pyrrolo[3,2-b]pyridin-1-ylmethyl)cyclohexanecarboxylic acid N1(C=CC2=NC=CC=C21)C[C@@H]2CC[C@H](CC2)C(=O)O